(1aR,5aR)-2-(2,4-Difluoro-phenyl)-1a,2,5,5a-tetrahydro-1H-2,3-diaza-cyclopropa[a]pentalene-4-carboxylic acid (6-hydroxy-pyridin-2-yl)-amide OC1=CC=CC(=N1)NC(=O)C=1C=2C[C@@H]3[C@H](C2N(N1)C1=C(C=C(C=C1)F)F)C3